C1C=CC2=CC=CC3=CC=CC1=C23 1H-Phenalene